C(C1=CC=CC=C1)NC(OC1CN(C1)C1=CC(=C(C(=C1)F)C1C(NC(CC1)=O)=O)F)=O 1-(4-(2,6-dioxopiperidin-3-yl)-3,5-difluorophenyl)azetidin-3-yl benzylcarbamate